methyl 9-((2-amino-2-methylpropyl)amino)-3-methoxythieno[3,2-f]quinoxaline-8-carboxylate NC(CNC1=C(SC2=C1C=1N=CC(=NC1C=C2)OC)C(=O)OC)(C)C